O1C=C(C2=C1C=CC=C2)C=2N=C(NC2)C2COC1=CC=C(C=C1C2)OC2=C1CCC(NC1=NC=C2)=O 5-[3-[4-(benzofuran-3-yl)-1H-imidazol-2-yl]chroman-6-yl]oxy-3,4-dihydro-1H-1,8-naphthyridin-2-one